C(CC)NC(O[C@@H]1C[C@@H](CC1)C1=CC(=NN1)NC(=O)C1=CC(=NN1C)C)=O (1S,3R)-3-(3-{[(1,3-dimethyl-1H-pyrazol-5-yl)carbonyl] amino}-1H-pyrazol-5-yl)cyclopentyl propylcarbamate